C(=O)O.CN(C(C1=NC(=CC=C1C1=NC=CC=N1)C)=O)[C@H](CNC1=NC=C(C=N1)C(F)(F)F)CC (S)-N,6-dimethyl-3-(pyrimidin-2-yl)-N-(1-((5-(trifluoromethyl)pyrimidin-2-yl)amino)butan-2-yl)picolinamide formic acid salt